CN(C1=CC=C(OC2CN(C2)C=2C(=C(C(=O)OC)C=CC2)N2C=CC=C2)C=C1)C Methyl 3-(3-(4-(dimethylamino)phenoxy)azetidin-1-yl)-2-(1H-pyrrol-1-yl)benzoate